CN1N=C(C=C1)CN1C2=C(SCC1=O)C=CC(=C2)C(=O)O 4-((1-methyl-1H-pyrazol-3-yl)methyl)-3-oxo-3,4-dihydro-2H-benzo[b][1,4]thiazine-6-carboxylic acid